CC1CN(C(CO1)C)C(=O)N 2,5-dimethylmorpholine-4-carboxamide